5-Isopropoxy-2,2,7-trimethyl-4H-benzo[d][1,3]dioxin-4-one C(C)(C)OC1=CC(=CC=2OC(OC(C21)=O)(C)C)C